C(C)(=O)C1=NN(C2=CC=C(C=C12)C=1C=NC(=NC1)C)CC(=O)N1[C@@H](C[C@H](C1)F)C(=O)NCC1C(C1)(Cl)Cl (2S,4R)-1-(2-(3-acetyl-5-(2-methylpyrimidin-5-yl)-1H-indazol-1-yl)acetyl)-N-((2,2-dichlorocyclopropyl)methyl)-4-fluoropyrrolidine-2-carboxamide